C(=C)[Pd] VINYL-PALLADIUM